COC1=CC=C(CO[C@@H]2CC3=CC[C@H]4[C@@H]5CC[C@H](C(C)=O)[C@]5(CC[C@@H]4[C@]3(CC2)C)C)C=C1 3β-(para-methoxybenzyloxy)pregn-5-en-20-one